4-heptyloxymethoxy-1-methylbutyllithium C(CCCCCC)OCOCCCC(C)[Li]